N1(CCOCC1)C=1C=CC=2N(N1)C(=C(N2)C2=CC=CC=C2)C(=O)OCC Ethyl 6-morpholin-4-yl-2-phenylimidazo[1,2-b]pyridazine-3-carboxylate